FC=1C=C(C(=NC1)N1[C@H]2CN([C@@H](C1)C2)C(CCCC2=C1C=CC=NC1=CC=C2)=O)C ((1R,4R)-5-(5-fluoro-3-methylpyridin-2-yl)-2,5-diazabicyclo[2.2.1]heptan-2-yl)-4-(quinolin-5-yl)butan-1-one